Cl.[Mg] magnesium compound with hydrochloric acid